Methyl trans-4'-hydroxy-2-oxo-spiro[1H-pyrrolo[3,2-b]pyridine-3,1'-cyclohexane]-5-carboxylate OC1CCC2(CC1)C(NC=1C2=NC(=CC1)C(=O)OC)=O